NCCOC1=CC(=NC2=CC=CC=C12)NC(=O)C1=NC(=CC(=C1)OCC#C)C(=O)NC1=NC2=CC=CC=C2C(=C1)OCCN N2,N6-bis(4-(2-aminoethoxy)quinolin-2-yl)-4-(prop-2-yn-1-yloxy)pyridine-2,6-dicarboxamide